ClC1=CC=C(C(=N1)C(=O)NS(=O)(=O)C)N[C@H](C)C=1C=C(C=C2C(N(C(=NC12)N1[C@H]2CN([C@@H](C1)C2)C2=NC=C(C=N2)C)C)=O)C 6-chloro-3-(((R)-1-(3,6-dimethyl-2-((1R,4R)-5-(5-methylpyrimidin-2-yl)-2,5-diazabicyclo[2.2.1]heptan-2-yl)-4-oxo-3,4-dihydroquinazolin-8-yl)ethyl)amino)-N-(methylsulfonyl)picolinamide